3-methoxy-N-(5-((2-morpholino-pyrimidin-5-yl)oxy)thiazol-2-yl)cyclobutane-1-carboxamide COC1CC(C1)C(=O)NC=1SC(=CN1)OC=1C=NC(=NC1)N1CCOCC1